benzyl (2S,4S)-4-((3-(tert-butoxycarbonyl)bicyclo[1.1.1]pentan-1-yl)methyl)-2-(tert-butyl)-5-oxooxazolidine-3-carboxylate C(C)(C)(C)OC(=O)C12CC(C1)(C2)C[C@@H]2N([C@@H](OC2=O)C(C)(C)C)C(=O)OCC2=CC=CC=C2